ClC1=C(C=CC=C1)C1=NC2=C(CN(CC2)C2CC3=C(C=CC=C3CC2)C2COC2)N1C 2-(2-chlorophenyl)-3-methyl-5-(8-(oxetan-3-yl)-1,2,3,4-tetrahydronaphthalen-2-yl)-4,5,6,7-tetrahydro-3H-imidazo[4,5-c]pyridine